E-2-Hexanal CCCCCC=O